N,N,N',N'-tetraglycidyl-1,2-diaminocyclohexane C(C1CO1)N(C1C(CCCC1)N(CC1CO1)CC1CO1)CC1CO1